methyl (2S,3S)-3-(2,3-dichlorophenyl)-1',3'-dioxo-1',3'-dihydrospiro[cyclopropane-1,2'-indene]-2-carboxylate ClC1=C(C=CC=C1Cl)[C@H]1[C@@H](C12C(C1=CC=CC=C1C2=O)=O)C(=O)OC